C(C)O[Si]1(C[Si](C1)(C)OCC)C 1,3-diethoxy-1,3-dimethyl-1,3-disilacyclobutane